C12(CC3CC(CC(C1)C3)C2)NCC2=CC=C(CSC3=C1C(N(C(C1=C(C=C3)F)=O)C3C(NC(CC3)=O)=O)=O)C=C2 4-((4-(((adamantan-1-yl)amino)methyl)benzyl)thio)-2-(2,6-dioxopiperidin-3-yl)-7-fluoroisoindoline-1,3-dione